2,6-dimethyl-indene CC=1CC2=CC(=CC=C2C1)C